CCOP(=S)(OCC)S O,O-Diethyldithiophosphoric Acid